C(C1=CC=CC=C1)OC(=O)NC1=CC=C(C=C1)[C@@H]1CCN(CC[C@H]1COC=1C=C2C(NCC2=CC1)=O)C(=O)OC(C)(C)C tert-butyl (trans)-4-(4-[((benzyloxy)carbonyl)amino]phenyl)-5-[((3-oxo-2,3-dihydro-1H-isoindol-5-yl)oxy)methyl]azepane-1-carboxylate